C=CCCC(C)C Isohepten